O1C(CC2=C1C=CC=C2)=O benzofuran-2(1H)-one